(2R,3S,4S,5S)-4-[[3-[2-(Difluoromethoxy)-3,4-difluorophenyl]-4,5-dimethyl-5-(trifluoromethyl)tetrahydrofuran-2-carbonyl]-amino]-5-methyl-pyridin-2-carboxamid FC(OC1=C(C=CC(=C1F)F)[C@H]1[C@@H](O[C@@]([C@H]1C)(C(F)(F)F)C)C(=O)NC1=CC(=NC=C1C)C(=O)N)F